((Cis)-4-((4-(difluoromethoxy)phenyl)(4-methoxy-pyridin-3-yl)amino)cyclohexyl)(morpholino)methanone FC(OC1=CC=C(C=C1)N([C@H]1CC[C@H](CC1)C(=O)N1CCOCC1)C=1C=NC=CC1OC)F